dideutero-2-amino-3,5-dibromobenzaldehyde [2H]C1=C(C(=C(C(=C1C=O)N)Br)[2H])Br